[1,1':3',1'']terphenyl-4-yl-(4-phenanthrene-9-yl-phenyl)-[1,1':2',1'']terphenyl-4'-yl-amine C1(=CC=C(C=C1)N(C=1C=C(C(=CC1)C1=CC=CC=C1)C1=CC=CC=C1)C1=CC=C(C=C1)C=1C2=CC=CC=C2C=2C=CC=CC2C1)C1=CC(=CC=C1)C1=CC=CC=C1